7-Phenyl-5-(4-(trifluoromethyl)phenyl)pyrazolo[1,5-a]pyrimidine-2-carboxylic acid C1(=CC=CC=C1)C1=CC(=NC=2N1N=C(C2)C(=O)O)C2=CC=C(C=C2)C(F)(F)F